NC1CN(CCC1)C1=C2C(=NC=C1)N(C(=N2)C2=CC(=C(C#N)C=C2)F)C2=CC=C(C=C2)N(C)C 4-(7-(3-Aminopiperidin-1-yl)-3-(4-(dimethylamino)phenyl)-3H-imidazo[4,5-b]pyridin-2-yl)-2-fluorobenzonitrile